1-(4-aminophenyl)dihydropyrimidine-2,4(1H,3H)-dione hydrochloride Cl.NC1=CC=C(C=C1)N1C(NC(CC1)=O)=O